CC(C(C(=O)O)=C)(C(N[C@@H](C)C1=CC=C(C=C1)C(F)(F)F)=O)C (S)-3,3-dimethyl-2-methylene-4-oxo-4-((1-(4-(trifluoromethyl)phenyl)ethyl)amino)butanoic acid